[Na].[Al].[Cl] chlorine aluminum sodium